Cl\C=C\C(F)(F)F E,Z-1-chloro-3,3,3-trifluoropropene